CC(C#CC(=O)NN1C(N(C2=CC=C(C=C2C1=O)S(NC1(CC1)C)(=O)=O)CC1(CC1)C)=O)C 4-methyl-N-(1-((1-methylcyclopropyl)methyl)-6-(N-(1-methylcyclopropyl)sulfamoyl)-2,4-dioxo-1,4-dihydroquinazolin-3(2H)-yl)pent-2-ynamide